C(C1=CC=CC=C1)OC=1C=C2CC[C@@H]([C@@H](C2=CC1)C1=CC=C(C=C1)N1CCN(CC1)C[C@H]1[C@@H](CCCC1)CO[Si](C1=CC=CC=C1)(C1=CC=CC=C1)C(C)(C)C)C1=CC=CC=C1 1-(4-((1R,2S)-6-(benzyloxy)-2-phenyl-1,2,3,4-tetrahydronaphthalen-1-yl)phenyl)-4-(((1R,2R)-2-(((tert-butyldiphenylsilyl)oxy)methyl)cyclohexyl)methyl)piperazine